2,2'-azobis[2-methyl-N-[1,1-bis(hydroxymethyl)ethyl]propionamide] N(=NC(C(=O)NC(C)(CO)CO)(C)C)C(C(=O)NC(C)(CO)CO)(C)C